C1(CC1)N1CCC(CC1)C=1N=C2C(=NC1)N(C=C2C2CCNCC2)CO [2-(1-cyclopropyl-4-piperidyl)-7-(4-piperidyl)pyrrolo[2,3-b]pyrazin-5-yl]methanol